FC(C1=CC=C(C=N1)[N-]C1=NC(=CC(=C1)OCCOC)N1C=NC=C1)F N-(6-(difluoromethyl)pyridin-3-yl)-6-(1H-imidazol-1-yl)-4-(2-methoxyethoxy)pyridin-ylamide